diphenylsilylidene(cyclopentadienyl)(9-fluorenyl)zirconium dichloride [Cl-].[Cl-].C1(=CC=CC=C1)[Si](C1=CC=CC=C1)=[Zr+2](C1C2=CC=CC=C2C=2C=CC=CC12)C1C=CC=C1